1-trifluoromethylcyclopentadiene FC(C1=CC=CC1)(F)F